6-[3-(3-fluoroazetidin-1-yl)propoxy]-7-methoxy-N-methyl-1H,2H,3H-cyclopenta[b]quinolin FC1CN(C1)CCCOC=1C(=CC=2C=C3C(N(C2C1)C)CCC3)OC